3-(5-acetylthiophen-2-yl)pyrrolidine-1-carboxylic acid tert-butyl ester C(C)(C)(C)OC(=O)N1CC(CC1)C=1SC(=CC1)C(C)=O